CC1=NC2=C(C=CC=C2C=C1N)O 2-methyl-8-hydroxy(amino)quinoline